5-[5-fluoro-1-(4-fluoro-3-methyl-phenyl)-2-isopropyl-indol-3-yl]Ethyl-1,3,4-oxadiazole-2-carboxylate FC=1C=C2C(=C(N(C2=CC1)C1=CC(=C(C=C1)F)C)C(C)C)CCC1=NN=C(O1)C(=O)[O-]